COC1=NC=CC(=C1)CC(=O)NC1=NNC(=C1)[C@H]1C[C@H](CC1)N(C([O-])=O)C1CCOCC1 (1S,3R)-3-(3-{[(2-methoxypyridin-4-yl)acetyl]amino}-1H-pyrazol-5-yl)cyclopentyltetrahydro-2H-pyran-4-ylcarbamate